C(C)OC(=O)C=1C(NC(N(C1)C)=O)C1=CC=C(C=C1)OC(C=CC1=CC=CC=C1)=O Methyl-2-oxo-4-[4-(3-phenyl-acryloyloxy)-phenyl]-1,2,3,4-tetrahydro-pyrimidine-5-carboxylic acid ethyl ester